N1=CC=C(C=C1)C=1C(OC2=CC=C(C=C2C1)C=C1C2CCC(C1=C=O)(C2(C)C)C)=O 3-(pyridin-4-yl)-6-((4,7,7-trimethyl-3-carbonylbicyclo[2.2.1]hept-2-ylidene)methyl)-2H-chromen-2-one